BrC=1C(=NC=C(C1)Cl)OC[C@H](C)NC(OC(C)(C)C)=O tert-butyl (S)-(1-((3-bromo-5-chloropyridin-2-yl)oxy)propan-2-yl)carbamate